BrC=1C=CC2=C(NC(CCC2=O)=O)C1 8-bromo-3,4-dihydro-1H-benzo[b]azepine-2,5-dione